FC(C1(CC1)C(=O)N1CCP(CC1)(=O)C1=CC2=C(N=C(N=C2N[C@H](C)C2=C(C(=CC=C2)C(F)(F)F)C)C)C=N1)F 1-[1-(difluoromethyl)cyclopropane-1-carbonyl]-4-[2-methyl-4-({(1R)-1-[2-methyl-3-(trifluoromethyl)phenyl]ethyl}amino)pyrido[3,4-d]pyrimidin-6-yl]-1,4lambda5-azaphosphinan-4-one